N-allyl-4,5-dimethylthiazolium bromide salt [Br-].C(C=C)[N+]1=CSC(=C1C)C